CN1C=NC=C1S(=O)(=N)C1=CC=C(C(=O)O)C=C1 4-[(3-methylimidazol-4-yl)sulfonimidoyl]benzoic Acid